1-CYCLOHEXYL-2-ETHYLHEXAN-1-ONE C1(CCCCC1)C(C(CCCC)CC)=O